N[C@@H]1CN(CC[C@H]1F)C1=NC2=C(N1CC1=NC=C(C#N)C=C1)C=CC=C2 6-((2-((3r,4r)-3-amino-4-fluoropiperidin-1-yl)-1H-benzo[d]imidazol-1-yl)methyl)nicotinonitrile